C1(=C(C=CC=C1)C=1OCC(N1)(C)C)C=1OCC(N1)(C)C 2,2'-Phenylene-bis(4,4-dimethyl-2-oxazoline)